NCC1(CCC1)COC1=CC=2N(C=C1)C(=CN2)C2=CC(=C(C(=O)NC1CC1)C(=C2)OC)OC(F)F 4-[7-[[1-(aminomethyl)cyclobutyl]methoxy]imidazo[1,2-a]pyridin-3-yl]-N-cyclopropyl-2-(difluoromethoxy)-6-methoxy-benzamide